FC1=C(C=C(C=C1)F)[C@@H]1N(C[C@H](C1)F)C1=NC2=C(C=CN=C2C=C1)C=1C=NN(C1)C1CCNCC1 ((2R,4S)-2-(2,5-difluorophenyl)-4-fluoropyrrolidin-1-yl)-8-(1-(piperidin-4-yl)-1H-pyrazol-4-yl)-1,5-naphthyridine